OC(CCCC1=CCC(CC1)=O)(C)C 4-(4-hydroxy-4-methylpentyl)cyclohex-3-en-1-one